4-(1H-imidazol-2-ylamino)piperidine-1-carboxylic acid tert-butyl ester C(C)(C)(C)OC(=O)N1CCC(CC1)NC=1NC=CN1